N-[(1R,3S)-3-{[2-(trifluoromethyl)quinolin-4-yl]amino}cyclohexyl]pyridine-3-carboxamide octyldecyl-isostearate C(CCCCCCC)C(C(=O)O)(CCCCCCCCCCCCCC(C)C)CCCCCCCCCC.FC(C1=NC2=CC=CC=C2C(=C1)N[C@@H]1C[C@@H](CCC1)NC(=O)C=1C=NC=CC1)(F)F